FC(OC1=CC=C(C=C1)C1=CN=C2N1C=CN=C2NC2=CC(=C(C(=O)NC)C=C2)C=C)F 4-((3-(4-(difluoromethoxy)phenyl)imidazo[1,2-a]pyrazin-8-yl)amino)-N-methyl-2-vinylbenzamide